CC1=CC=C(C=C1)S(=O)(=O)OC1=CC=C(C(=O)O)C=C1 4-(4-toluenesulfonyloxy)benzoic acid